C(C)(C)(C)OC(=O)N1CC2(CC1)CCN(CC2)C2=CC=1N(C(=C2)C)N=C(C1NC=1SC(=C(N1)C1=CC=C(C=C1)F)C#N)CC 8-(3-((5-cyano-4-(4-fluorophenyl)thiazol-2-yl)amino)-2-ethyl-7-methylpyrazolo[1,5-a]pyridin-5-yl)-2,8-diazaspiro[4.5]decane-2-carboxylic acid tert-butyl ester